C(C)(=O)[O-].C(C)(=O)[O-].C(CCC)[Sn+2]CCCC bis-butyltin diacetate